ClC1=CC(=C(C=C1)NC1=CC(=NC=C1C(=O)NOCC)NC1=NC(=NC(=C1)C)C)NS(=O)(=O)C 4-((4-chloro-2-(N-methylsulfonylamino)phenyl)amino)-6-((2,6-dimethylpyrimidin-4-yl)amino)-N-ethoxynicotinamide